4-fluoro-N-(4-fluoro-3-(6,7,8,9-tetrahydro-5H-[1,2,4]triazolo[4,3-a]azepin-3-yl)phenyl)pyrrolidine-2-carboxamide FC1CC(NC1)C(=O)NC1=CC(=C(C=C1)F)C1=NN=C2N1CCCCC2